1-(5-(azetidin-1-yl)pyridin-2-yl)-N-(3-chloro-5-(methylsulfonamido)phenyl)-5-methyl-1H-pyrrole-3-carboxamide N1(CCC1)C=1C=CC(=NC1)N1C=C(C=C1C)C(=O)NC1=CC(=CC(=C1)NS(=O)(=O)C)Cl